N-(3-chlorophenyl)thiourea ClC=1C=C(C=CC1)NC(=S)N